C(C)(=O)N1\C(\C(C2=CC=CC=C12)=O)=C/C=1SC2=C(N1)C=C(C=C2)CN(C(OC(C)(C)C)=O)C2CCOCC2 tert-butyl (Z)-((2-((1-acetyl-3-oxoindolin-2-ylidene)methyl) benzo[d]thiazol-5-yl)methyl)(tetrahydro-2H-pyran-4-yl)carbamate